N-{5-[2-(3-aminopropoxy)-4-methoxypyridin-3-yl]-1H-pyrazol-3-yl}-5-(trifluoromethyl)pyrazin-2-amine NCCCOC1=NC=CC(=C1C1=CC(=NN1)NC1=NC=C(N=C1)C(F)(F)F)OC